O=C1NC(CCC1N1C(C2=CC=C(C=C2C1=O)N1CC(C1)OCCNC(OCC1=CC=CC=C1)=O)=O)=O benzyl N-[2-([1-[2-(2,6-dioxopiperidin-3-yl)-1,3-dioxoisoindol-5-yl]azetidin-3-yl]oxy)ethyl]carbamate